Ethyl 2-[6-bromo-4-(difluoromethyl)-7-methyl-indazol-2-yl]-2-(6,7-dihydro-5H-pyrrolo[1,2-c]imidazol-1-yl)acetate BrC=1C=C(C2=CN(N=C2C1C)C(C(=O)OCC)C1=C2N(C=N1)CCC2)C(F)F